BrC=1C=C(C=CC1OC(F)(F)F)C(C(=O)NCC=1C=C2CN(C(C2=CC1)=O)C1C(NC(CC1)=O)=O)(F)F 2-(3-bromo-4-(trifluoromethoxy)phenyl)-N-((2-(2,6-dioxopiperidin-3-yl)-1-oxoisoindolin-5-yl)methyl)-2,2-difluoroacetamide